1,2-bis(isocyanato-pentadecylphenoxy)ethane Methyl-N-(2-(4-((tert-butoxycarbonyl)amino)piperidin-1-yl)thiazole-4-carbonyl)-O-(tert-butyldimethylsilyl)-L-serinate COC([C@@H](NC(=O)C=1N=C(SC1)N1CCC(CC1)NC(=O)OC(C)(C)C)CO[Si](C)(C)C(C)(C)C)=O.N(=C=O)C=1C(=C(OCCOC2=C(C(=CC=C2)N=C=O)CCCCCCCCCCCCCCC)C=CC1)CCCCCCCCCCCCCCC